BrC=1SC=2CN(CCC2N1)C1=C(C(=C(N=N1)C#N)C)C 6-(2-bromo-6,7-dihydrothiazolo[5,4-c]pyridin-5(4H)-yl)-4,5-dimethylpyridazine-3-carbonitrile